CN1N=C(C=C1)[S@@](=O)(N)=NC(NC1=C2C(=NC3=C1CCC3)[C@@H](CC2)C)=O (R)-1-Methyl-N'-(((R)-3-methyl-1,2,3,5,6,7-hexahydrodicyclopenta[b,e]pyridin-8-yl)carbamoyl)-1H-pyrazole-3-sulfonimidamide